4-(4-(3-bromo-2-methylphenoxy)phenyl)butan-1-ol BrC=1C(=C(OC2=CC=C(C=C2)CCCCO)C=CC1)C